nickel carbonyl sulfide C(=O)=S.[Ni]